CN1C[C@H](CC1)OC1=C(C=C(C=N1)NC1=NC=CC(=N1)NC=1C(NC2=C(C=CC=C2C1)F)=O)OC 3-(2-{6-[(S)-1-methyl-3-pyrrolidinyloxy]-5-methoxy-3-pyridylamino}-4-pyrimidinylamino)-8-fluoro-1,2-dihydro-2-quinolinone